CCCCCCCCCCCCCCCC/C=C\OC[C@H](COP(=O)(O)OC[C@H](CO)O)OC(=O)CCCCCCC/C=C\CCCCC 1-(1Z-octadecenyl)-2-(9Z-pentadecenoyl)-glycero-3-phospho-(1'-sn-glycerol)